CN1N=CC2=CC=C(C=C12)COC1=CC=CC(=N1)N1CCN(CC1)CC1=NC2=C(N1C[C@H]1OCC1)C=C(C=C2)C(=O)[O-] (S)-2-((4-(6-((1-methyl-1H-indazol-6-yl)methoxy)pyridin-2-yl)piperazin-1-yl) Methyl)-1-(oxetan-2-ylmethyl)-benzo[d]imidazole-6-carboxylate